FC1=C(C(=O)NCCC(=O)NC=2SC(=C(N2)C)C(=O)OCC)C=CC=C1C(=O)OC Ethyl 2-[3-[(2-fluoro-3-methoxycarbonyl-benzoyl) amino] propionylamino]-4-methyl-thiazole-5-carboxylate